3-[[4-[(E)-3-(4-Acetamidophenyl)prop-2-enoyl]phenyl]sulfonylamino]propanoic acid C(C)(=O)NC1=CC=C(C=C1)/C=C/C(=O)C1=CC=C(C=C1)S(=O)(=O)NCCC(=O)O